3,3-difluoro-N-{4-fluoro-3-[5-(trifluoromethyl)-2H-pyrazolo[3,4-b]pyridin-2-yl]phenyl}azetidine-1-carboxamide S-(trans-4-((tert-Butoxycarbonyl)amino)cyclohexyl)ethanethioate C(C)(C)(C)OC(=O)N[C@@H]1CC[C@H](CC1)S=C(C)O.FC1(CN(C1)C(=O)NC1=CC(=C(C=C1)F)N1N=C2N=CC(=CC2=C1)C(F)(F)F)F